(3-azabicyclo[4.1.0]heptan-6-yl)methanol C12CNCCC2(C1)CO